COC[C@H](C)NC(=O)C1=CN(C2=NC=C(N=C21)NC[C@@H]2CN(CC2)C(=O)OC(C)(C)C)COCC[Si](C)(C)C |&1:19| Racemic-tert-butyl 3-{[(7-[((S)-1-methoxypropan-2-yl)carbamoyl]-5-{[2-(trimethylsilyl)ethoxy]methyl}-5H-pyrrolo[2,3-b]pyrazin-2-yl)amino]methyl}pyrrolidine-1-carboxylate